(7-methylchroman-4-yl)methanesulfonamide CC1=CC=C2C(CCOC2=C1)CS(=O)(=O)N